tert-butyl 3-(1-(cyclopentylmethyl)-5-methyl-1H-pyrazol-4-yl)-6-(methyl (5-methyl-6-(thiazolo[5,4-b]pyridin-2-yl((2-(trimethylsilyl)ethoxy)methyl)amino)pyridazin-3-yl)amino)picolinate C1(CCCC1)CN1N=CC(=C1C)C=1C(=NC(=CC1)N(C=1N=NC(=C(C1)C)N(COCC[Si](C)(C)C)C=1SC2=NC=CC=C2N1)C)C(=O)OC(C)(C)C